2-((3-bromo-5-chloropyridin-2-yl)amino)ethan-1-ol BrC=1C(=NC=C(C1)Cl)NCCO